1,3-bis[(methoxymethyl)oxy]-5-ethynyl-2-isopropyl-benzene COCOC1=C(C(=CC(=C1)C#C)OCOC)C(C)C